NC1=C(C=CC(=C1)SC(F)(F)F)O 2-amino-4-(trifluoromethylthio)phenol